C(C#CCCCCCC)(=O)C1=CC=C(C(=O)OCC)C=C1 ethyl 4-(non-2-ynoyl)benzoate